FC(C1=C(C=C2CCCN(C2=C1)C1=C2CN(CC2=CC(=C1)C1=CC(=NC=C1)OC1(CC=CC=C1)C)C=C)C=1C(=NN(C1)C)COC)F 4-[7-(difluoromethyl)-6-[3-(methoxymethyl)-1-methylpyrazol-4-yl]-3,4-dihydro-2H-quinolin-1-yl]-6-[2-(1-methylphenoxy)pyridin-4-yl]-1,3-dihydroisoindol-2-yl-ethene